C(C1=CC=CC=C1)C1=CN=C(S1)C1=CC=C(C=C1)NC(=O)NCC1=CC=NC=C1 1-(4-(5-Benzylthiazol-2-yl)phenyl)-3-(pyridin-4-ylmethyl)urea